N-(4-aminobutyl)-5-(6-(3-aminoprop-1-yn-1-yl)pyridin-3-yl)furan NCCCCN1CC(=CC=C1C#CCN)C1=CC=CO1